[Bi+3].[GeH](=O)[O-].[GeH](=O)[O-].[GeH](=O)[O-] germanate bismuth